(R)-5-(3-(4-cyclopropylpiperazin-1-yl)azetidin-1-yl)-N-(1-(2,4-dichlorophenyl)ethyl)-[1,2,4]triazolo[1,5-a]pyrimidin-7-amine C1(CC1)N1CCN(CC1)C1CN(C1)C1=NC=2N(C(=C1)N[C@H](C)C1=C(C=C(C=C1)Cl)Cl)N=CN2